CC(C(=O)[O-])=C.CC(C(=O)[O-])=C.[Ba+2] barium bis(2-methylprop-2-enoate)